N-(3-(dimethylamino)propyl)-3-((2S)-2-hydroxy-3-(8-(5-phenylthiophen-2-ylsulfonyl)-1-oxa-8-azaspiro[4.5]decan-3-ylamino)propoxy)benzenesulfonamide CN(CCCNS(=O)(=O)C1=CC(=CC=C1)OC[C@H](CNC1COC2(C1)CCN(CC2)S(=O)(=O)C=2SC(=CC2)C2=CC=CC=C2)O)C